ClC=1C(=NC=NC1OC1=CC=C(C=C1)O)NC(C1=C(C=CC=C1)F)=O N-(5-chloro-6-(4-hydroxyphenoxy)pyrimidin-4-yl)-2-fluorobenzamide